[5-(difluoromethyl)-1,3,4-oxadiazol-2-yl]-5-fluoro-3-methyl-benzimidazol-2-one FC(C1=NN=C(O1)C1=C(C=CC=2NC(N(C21)C)=O)F)F